2-((3-cyano-2-ethoxyphenyl)amino)-6-cyclopropyl-nicotinonitrile C(#N)C=1C(=C(C=CC1)NC1=C(C#N)C=CC(=N1)C1CC1)OCC